5-cyclopropyl-N,N-bis(4-methoxybenzyl)pyrazin-2-amine C1(CC1)C=1N=CC(=NC1)N(CC1=CC=C(C=C1)OC)CC1=CC=C(C=C1)OC